(5'S,7a'R)-5'-(3,5-difluorophenyl)-1-(3-fluoro-6-methylpyridine-2-carbonyl)tetra-hydro-3'H-spiro[piperidine-4,2'-pyrrolo[2,1-b][1,3]oxazol]-3'-one FC=1C=C(C=C(C1)F)[C@@H]1CC[C@H]2OC3(C(N21)=O)CCN(CC3)C(=O)C3=NC(=CC=C3F)C